O=C1C2(CCN(C2)C(=O)[O-])CCN1 6-oxo-2,7-diazaspiro[4.4]nonane-2-carboxylate